3-(7-((1-(4-hydroxycyclohexane-1-carbonyl)piperidin-4-yl)oxy)-1-methyl-1H-indazol-3-yl)piperidine-2,6-dione OC1CCC(CC1)C(=O)N1CCC(CC1)OC=1C=CC=C2C(=NN(C12)C)C1C(NC(CC1)=O)=O